(1R,2S,5S)-N-[(2S)-4-(benzyloxy)-3-oxo-1-[(3S)-2-oxopiperidin-3-yl]butan-2-yl]-3-(4-methoxy-1H-indole-2-carbonyl)-6,6-dimethyl-3-azabicyclo[3.1.0]hexane-2-carboxamide C(C1=CC=CC=C1)OCC([C@H](C[C@H]1C(NCCC1)=O)NC(=O)[C@@H]1[C@H]2C([C@H]2CN1C(=O)C=1NC2=CC=CC(=C2C1)OC)(C)C)=O